9-hydroxy-2-methyl-3-(2-(4-(8-methyl-5,6-dihydro-11H-benzo-[5,6]cyclohepta[1,2-b]pyridin-11-ylidene)-piperidin-1-yl)ethyl)-6,7,8,9-tetrahydro-4H-pyrido[1,2-a]-pyrimidin-4-one OC1CCCN2C1=NC(=C(C2=O)CCN2CCC(CC2)=C2C1=C(CCC=3C2=NC=CC3)C=C(C=C1)C)C